C(CCCCCCC)OC(CCC(=O)OCCCOC1=CC(=C(C=C1)OCCCOC(CCC(OCCCCCCCC)OCCCCCCCC)=O)CO)OCCCCCCCC ((2-(Hydroxymethyl)-1,4-phenylene)bis(oxy))bis(propane-3,1-diyl) bis(4,4-bis(octyloxy)butanoate)